ClC=1C=C2C=NC(=NC2=CC1N1CCN(CC1)C1(COC1)C)NC=1C=NN(C1)C1CC1 6-chloro-N-(1-cyclopropyl-1H-pyrazol-4-yl)-7-[4-(3-methyloxetan-3-yl)piperazin-1-yl]quinazolin-2-amine